FC(C=1N=CC=2N(C1)C(=CN2)C2=NC=CC(=N2)N2CC(CC2)NC=2C=NNC2)(F)F N-(1-(2-(6-(Trifluoromethyl)imidazo[1,2-a]pyrazin-3-yl)pyrimidin-4-yl)pyrrolidin-3-yl)-1H-pyrazol-4-amine